ClC1=C(C=CC=C1)C1=NC=2N(C(N(C(C2N1C1=CC=C(C=C1)Cl)=O)CC(=O)OC)=O)CC1CCNCC1 methyl 2-[8-(2-chlorophenyl)-7-(4-chlorophenyl)-2,6-dioxo-3-[(piperidin-4-yl)methyl]-2,3,6,7-tetrahydro-1H-purin-1-yl]acetate